FC(C=1C=CC(=NC1)C1=CC(=C2C=NC(=NN21)N[C@H]2[C@@H](COCC2)O)F)F (3S,4R)-4-((7-(5-(difluoromethyl)pyridin-2-yl)-5-fluoropyrrolo[2,1-f][1,2,4]triazin-2-yl)amino)tetrahydro-2H-pyran-3-ol